ClC1=C(C=C(C=C1)F)C1NC(C=2C=3N(C=C(C21)NC(C2=CC(=CC(=C2)F)C(F)(F)F)=O)N=CN3)=O N-[7-(2-chloro-5-fluorophenyl)-9-oxo-8,9-dihydro-7H-[1,2,4]triazolo[1,5-a]pyrrolo[3,4-c]pyridin-6-yl]-5-fluoro-3-(trifluoromethyl)benzamide